CC1=CC(=CC=2N(C(=NC21)CCC)CC2=CC=C(C=C2)C=2C(=CC=CC2)C(=O)O)C2=NC1=C(N2C)C=CC=C1 4'-[4-methyl-6-(1-methyl-1H-benzimidazole-2-yl)-2-propyl-1H-benzimidazole-1-ylmethyl]biphenyl-2-carboxylic acid